CC1C(CCC(C1)C)=O methyl-4-methylcyclohexan-1-one